sulfur molybdenum ditelluride [Mo](=[Te])=[Te].[S]